(2S)-2-amino-3-(4-(2-amino-6-((R)-2,2,2-trifluoro-1-(3'-iso-butoxy-[1,1'-biphenyl]-4-yl)ethoxy)pyrimidine-4-yl)cyclohex-3-ene-1-yl)propionic acid hydrochloride Cl.N[C@H](C(=O)O)CC1CC=C(CC1)C1=NC(=NC(=C1)O[C@@H](C(F)(F)F)C1=CC=C(C=C1)C1=CC(=CC=C1)OCC(C)C)N